BrC1=CC=C(C=C1)N1C(N(CC2(CC2)C1)C=1SC(=C(N1)C)S(=O)(=O)O)=O 2-(7-(4-bromophenyl)-6-oxo-5,7-diazaspiro[2.5]octan-5-yl)-4-methylthiazole-5-sulfonic acid